BrC1=CC(=C(C#N)C=C1F)N1C2COCC1CC2 4-Bromo-5-fluoro-2-(3-oxa-8-azabicyclo[3.2.1]oct-8-yl)benzonitrile